N-(3,5-bis(trifluoromethyl)phenyl)-4-(tert-butyl)benzenesulfonamide FC(C=1C=C(C=C(C1)C(F)(F)F)NS(=O)(=O)C1=CC=C(C=C1)C(C)(C)C)(F)F